glucaric acid (glucarate) O=C([C@H](O)[C@@H](O)[C@H](O)[C@H](O)C(=O)O)O.O=C([C@H](O)[C@@H](O)[C@H](O)[C@H](O)C(=O)O)O